2-ethyl-N-{8-fluoro-2-methylimidazo[1,2-a]pyridin-6-yl}-4-[3-methyl-3-(methylamino)pyrrolidin-1-yl]indazole-7-carboxamide C(C)N1N=C2C(=CC=C(C2=C1)N1CC(CC1)(NC)C)C(=O)NC=1C=C(C=2N(C1)C=C(N2)C)F